3-(5-[[(3R)-3-(3-hydroxypropoxy)pyrrolidin-1-yl]methyl]-3-methyl-2-oxo-1,3-benzodiazol-1-yl)piperidine-2,6-dione OCCCO[C@H]1CN(CC1)CC1=CC2=C(N(C(N2C)=O)C2C(NC(CC2)=O)=O)C=C1